N-[[1-(pyrrolidin-1-ylmethyl)cyclopentyl]methyl]-4,5,6,7,8,9-hexahydrocycloocta[b]thiophene-2-carboxamide N1(CCCC1)CC1(CCCC1)CNC(=O)C1=CC2=C(S1)CCCCCC2